2-[4-(5-cyano-2,3'-bipyridin-2'-yl)piperazin-1-yl]-6-azaspiro[3.4]octane-6-carboxylic acid ethyl ester C(C)OC(=O)N1CC2(CC(C2)N2CCN(CC2)C2=NC=CC=C2C2=NC=C(C=C2)C#N)CC1